C1(CCCC1)N1N=C(C=C1C1=C(C=CC=C1)C(F)(F)F)C(=O)N[C@H](CC(=O)O)C[C@H](C)N1CC(CCC1)(F)F (3S,5S)-3-({1-cyclopentyl-5-[2-(trifluoromethyl)phenyl]-1H-pyrazol-3-yl}formamido)-5-(3,3-difluoropiperidin-1-yl)hexanoic acid